3-{[4-(5-bromo-6-ethylpyridin-2-yl)-1-methyl-1H-1,2,3-triazol-5-yl]methyl}-5-(2-methylpropyl)imidazolidine-2,4-dione BrC=1C=CC(=NC1CC)C=1N=NN(C1CN1C(NC(C1=O)CC(C)C)=O)C